(E)-2-[3-bromo-2-(bromomethyl)phenyl]-3-methoxy-prop-2-enoic acid methyl ester COC(\C(=C\OC)\C1=C(C(=CC=C1)Br)CBr)=O